(S)-1-(4-(dicyclopropylphosphoryl)phenyl)-N-(3,5-difluorobenzyl)-3-hydroxy-2-oxopyrrolidine-3-carboxamide C1(CC1)P(=O)(C1CC1)C1=CC=C(C=C1)N1C([C@](CC1)(C(=O)NCC1=CC(=CC(=C1)F)F)O)=O